C(=O)(O)C=1C(NC(N(C1)[C@H]1[C@H](O)[C@H](O)[C@H](O1)CC(=O)O)=O)=O 1-(5-carboxy-1,2,3,4-tetrahydro-2,4-dioxopyrimidin-1-yl)-1,5-dideoxy-β-D-allofuranuronic acid